3-methoxy-2-methyl-1-phenylpropan-1-one COCC(C(=O)C1=CC=CC=C1)C